OC=1[C@@]2(N(N(C(C1C(=O)OC)=O)CCCCC)CCC2)C Methyl (4aR)-4-hydroxy-4a-methyl-2-oxo-1-pentyl-6,7-dihydro-5H-pyrrolo[1,2-b]pyridazine-3-carboxylate